OCCN1C(C(CC1)C)=O 1-(2-hydroxyethyl)-3-methyl-2-pyrrolidone